ClC=1C(=CC(=C(OC=2C=C(C=CC2)S(=O)(=NCC#C)C)C1)C)[N+](=O)[O-] (3-(5-chloro-2-methyl-4-nitrophenoxy)phenyl)(methyl)(prop-2-yn-1-ylimino)-λ6-sulfanone